1-(7-hydroxy-coumarin-3-yl)-1,3-butanedione OC1=CC=C2C=C(C(OC2=C1)=O)C(CC(C)=O)=O